C(C)OC1=NC=CC=C1C1=NC(=C(C=C1)N1[C@@H](CC(CC1)OC1=C(C#N)C=C(C=C1)C(F)(F)F)CC)OCCNC 2-{[(2R)-1-{2'-ethoxy-6-[2-(methylamino)ethoxy]-[2,3'-bipyridin]-5-yl}-2-ethylpiperidin-4-yl]oxy}-5-(trifluoromethyl)benzonitrile